[Na].C1CCC2=C(C=3CCCC3C=C12)NC(NS(N(C=1C=NN(C1)C(C)C)C1CCOCC1)(=O)=O)=O 3-(1,2,3,5,6,7-hexahydro-s-indacen-4-yl)-1-[(oxan-4-yl)[1-(propan-2-yl)-1H-pyrazol-4-yl]sulfamoyl]urea Sodium Salt